N1=C(N=CC2=C1CNCC2)NC=2C=C(C=CC2)C(C)(C)O 2-[3-({5H,6H,7H,8H-pyrido[3,4-d]pyrimidin-2-yl}amino)phenyl]propan-2-ol